Cl.Cl.CN(CC1CNC1)C N,N-dimethyl-3-azetidinemethylamine dihydrochloride